9-(heptadecan-9-yloxy)-9-oxononanoic acid CCCCCCCCC(CCCCCCCC)OC(CCCCCCCC(=O)O)=O